4-(((tert-butylsulfinyl)imino)methyl)-4-(2-iodophenyl)piperidine-1-carboxylic acid tert-butyl ester C(C)(C)(C)OC(=O)N1CCC(CC1)(C1=C(C=CC=C1)I)C=NS(=O)C(C)(C)C